C1(OC=CC2=CC=CC=C12)O isochromen-1-ol